(S)-2-(2,6-dichloro-4-(2-(3-chlorophenyl)acetamido)benzamido)-3-(3-((R)-2,3-dihydro-1H-inden-1-yl)ureido)propanoic acid ClC1=C(C(=O)N[C@H](C(=O)O)CNC(=O)N[C@@H]2CCC3=CC=CC=C23)C(=CC(=C1)NC(CC1=CC(=CC=C1)Cl)=O)Cl